3-(3,5-dimethyl-1-(3-methyl-[1,2,4]triazolo[4,3-b]pyridazin-6-yl)-1H-pyrazol-4-yl)-1-(4-(3-methylbenzyl)piperazin-1-yl)propan-1-one CC1=NN(C(=C1CCC(=O)N1CCN(CC1)CC1=CC(=CC=C1)C)C)C=1C=CC=2N(N1)C(=NN2)C